C12(CC3CC(CC(C1)C3)C2)CN2N=CC(=C2C)C2=C(C=3N(C=C2)C(=CN3)NC3=C(C=CC=C3)C(=O)OC(C)(C)C)C(=O)OC methyl 7-(1-(adamantan-1-ylmethyl)-5-methyl-1H-pyrazol-4-yl)-3-((2-(tert-butoxycarbonyl)phenyl)amino)imidazo[1,2-a]pyridine-8-carboxylate